2-octyldecanoic acid 7-bromoheptyl ester BrCCCCCCCOC(C(CCCCCCCC)CCCCCCCC)=O